FC1=C(C(=C(C=C1C1=NN(C2=C1C=NC(=C2F)N(C2CCOCC2)C)C)C(F)(F)F)F)O 2,6-Difluoro-3-(7-fluoro-1-methyl-6-(methyl(tetrahydro-2H-pyran-4-yl)amino)-1H-pyrazolo[4,3-c]pyridin-3-yl)-5-(trifluoromethyl)phenol